FC1=CC=C(C=C1)C(CN1CCC(CC1)CNC(C1=NC(=CC=C1)COC)=O)=O N-((1-(2-(4-fluorophenyl)-2-oxoethyl)piperidin-4-yl)methyl)-6-(methoxymethyl)picolinamide